5-phenylpentanoate C1(=CC=CC=C1)CCCCC(=O)[O-]